NC1=C(C(=NC=N1)OC1=C(C=C(C=C1)C1=C(C(N(C=C1)C1=CC=C(C=C1)F)=O)C(=O)N)F)Cl (4-((6-amino-5-chloropyrimidin-4-yl)oxy)-3-fluorophenyl)-1-(4-fluorophenyl)-2-oxo-1,2-dihydropyridine-3-carboxamide